FC1=CC=C(C=C1)N1C(N(C=C(C1=O)C(=O)O)C)=O 3-(4-fluorophenyl)-1-methyl-2,4-dioxo-1,2,3,4-tetrahydropyrimidine-5-formic acid